[Cl-].[Cl-].C1(CCCCC1)=[Zr+2](C1=C(C(=CC=2C3=CC(=C(C=C3CC12)C)C(C)(C)C)C(C)(C)C)C)C1C=CC=C1 cyclohexylidene(cyclopentadienyl)(2,7-dimethyl-3,6-di-tert-butylfluorenyl)zirconium dichloride